ClC=1C(=NC(=NC1)NC=1C(=NN(C1)C1CC(C1)C#N)C)OCC1CCC(CC1)O 3-(4-((5-chloro-4-((4-hydroxycyclohexyl)methoxy)pyrimidin-2-yl)amino)-3-methyl-1H-pyrazol-1-yl)cyclobutane-1-carbonitrile